(-)-1-(4-Methoxyphenyl)-3-methyl-4-((3-((4-methylphenyl)sulfonamido)benzofuran-2-yl)(phenyl) methyl)-1H-pyrazol-5-yl acetate C(C)(=O)OC1=C(C(=NN1C1=CC=C(C=C1)OC)C)C(C1=CC=CC=C1)C=1OC2=C(C1NS(=O)(=O)C1=CC=C(C=C1)C)C=CC=C2